3,3'-(2-oxo-2,3-dihydro-1H-pyrrolo[2,3-b]pyridin-3,3-diyl)dipropionic acid diethyl ester C(C)OC(CCC1(C(NC2=NC=CC=C21)=O)CCC(=O)OCC)=O